ClC=1C=C(C=CC1)[C@@]1([C@H](NC(CO1)(C)C)C)O |r| (±)-(2R*,3R*)-2-(3-chlorophenyl)-3,5,5-trimethyl-2-morpholinol